N,N-dimethyl-3-phenyl-5-(trifluoromethyl)isothiazole-4-sulfonamide CN(S(=O)(=O)C=1C(=NSC1C(F)(F)F)C1=CC=CC=C1)C